4-hydroxy-4-methyl-pentanal OC(CCC=O)(C)C